L-α-cyclopropylglycine C1(CC1)[C@H](N)C(=O)O